OC(CCNC(=O)C1CN(CCN1C)C1=CC=C2C(=NNC2=C1)C(=O)NC)C1=CC=CC=C1 6-{3-[(3-Hydroxy-3-phenylpropyl)carbamoyl]-4-methylpiperazin-1-yl}-N-methyl-1H-indazol-3-carboxamid